P(=O)([O-])([O-])[O-].[N+3].N ammonia nitrogen (phosphate)